BrC=1C(=NN(C1)CC(CC)(O)C)C (4-bromo-3-methyl-1H-pyrazol-1-yl)-2-methylbutan-2-ol